N,N-dihexadecyl-N'-(3-triethoxysilylpropyl)succinamide C(CCCCCCCCCCCCCCC)N(C(CCC(=O)NCCC[Si](OCC)(OCC)OCC)=O)CCCCCCCCCCCCCCCC